C1(CC1)C=1C(=NON1)C(=O)N[C@@H](C(C1CC1)C1CC1)C=1OC2=C(N1)C=C(C=C2)[C@H](COC)N2C(N[C@@H](C2)C(F)(F)F)=O 4-cyclopropyl-N-((S)-2,2-dicyclopropyl-1-(5-((R)-2-methoxy-1-((S)-2-oxo-4-(trifluoromethyl)imidazolidin-1-yl)ethyl)benzo[d]oxazol-2-yl)ethyl)-1,2,5-oxadiazole-3-carboxamide